1,4-Butandithiol C(CCCS)S